3-(5-(ethyl((1S,2R)-2-(ethylamino)cyclopentyl)amino)-1-oxoisoindolin-2-yl)piperidine-2,6-dione C(C)N(C=1C=C2CN(C(C2=CC1)=O)C1C(NC(CC1)=O)=O)[C@@H]1[C@@H](CCC1)NCC